Methyl 6-(4-chlorophenyl)-2-(1-methyl-1H-pyrazol-4-yl)-3-oxo-2,3-dihydropyridazine-4-carboxylate ClC1=CC=C(C=C1)C=1C=C(C(N(N1)C=1C=NN(C1)C)=O)C(=O)OC